2-((1s,4s)-4-(6-Fluoroquinolin-4-yl)cyclohexyl)acetic acid FC=1C=C2C(=CC=NC2=CC1)C1CCC(CC1)CC(=O)O